3-((5-bromo-1-(4-chlorophenyl)-2-((5-chloropyridin-2-yl)methyl)-3-oxoisoindolin-1-yl)oxy)cyclobutanecarboxylic acid ethyl ester C(C)OC(=O)C1CC(C1)OC1(N(C(C2=CC(=CC=C12)Br)=O)CC1=NC=C(C=C1)Cl)C1=CC=C(C=C1)Cl